(S)-N-(3-(4-chloro-3-fluorophenyl)pyrrolidin-3-yl)-4-(trifluoromethoxy)benzenesulfonamide ClC1=C(C=C(C=C1)[C@@]1(CNCC1)NS(=O)(=O)C1=CC=C(C=C1)OC(F)(F)F)F